6-(4-bromo-3-(methoxymethoxy)phenyl)-2-methylimidazo[1,2-a]pyrazine BrC1=C(C=C(C=C1)C=1N=CC=2N(C1)C=C(N2)C)OCOC